(2R,3S)-N-ethyl-2-(((cis-4-(3-fluorophenyl)cyclohexyl)oxy)-methyl)-3-((methyl-sulfonyl)amino)piperidine-1-carboxamide C(C)NC(=O)N1[C@H]([C@H](CCC1)NS(=O)(=O)C)CO[C@@H]1CC[C@@H](CC1)C1=CC(=CC=C1)F